1,2'-bipyridyl N1(CC=CC=C1)C1=NC=CC=C1